C1(=CC=CC=C1)N1C(N(CC1)C1=CC=CC=C1)=O 1,3-diphenyl-2-imidazolidinone